chloro(methylthio)methane ClCSC